tert-butyl 4-[methyl [4-(trifluoromethyl)pyridin-3-yl]amino]-5H,6H,7H,8H-pyrido[3,4-d]pyrimidine-7-carboxylate CN(C=1C2=C(N=CN1)CN(CC2)C(=O)OC(C)(C)C)C=2C=NC=CC2C(F)(F)F